COC(=O)C1=C(C(=CC=C1)C(=O)OC)C=1OC=C(C(C1C)=O)C 2,6-Dimethoxycarbonylphenyl-3,5-dimethyl-4-pyrone